1H-benzo[d][1,2,3]triazol-5-carbonitrile N1N=NC2=C1C=CC(=C2)C#N